FC(C=1C=C(C=CC1)N1C=C(C2=CC=CC=C12)N1C=CC2=CC=CC=C12)(F)F (1-(3-(trifluoromethyl)phenyl)-1H-indol-3-yl)1H-indole